NC=1C=C(C=CC1)S(=O)(=O)NC1=NC(=C(C(=N1)OC=1C=C(C(=O)OC)C=CC1)CC)Cl methyl 3-[2-[(3-aminophenyl)sulfonylamino]-6-chloro-5-ethyl-pyrimidin-4-yl]oxybenzoate